(4-Methoxyphenyl)methanol COC1=CC=C(C=C1)CO